8-[[(2S)-4-fluoro-2-methyl-indolin-1-yl]methyl]-N,N-dimethyl-2-morpholino-4-oxo-chromene-6-carboxamide FC1=C2C[C@@H](N(C2=CC=C1)CC=1C=C(C=C2C(C=C(OC12)N1CCOCC1)=O)C(=O)N(C)C)C